The molecule is an organophosphate oxoanion obtained by deprotonation of the phosohate and carboxy groups of L-threonylcarbamoyladenylate. It is an organophosphate oxoanion and an alpha-amino-acid anion. C[C@H]([C@@H](C(=O)[O-])NC(=O)OP(=O)([O-])OC[C@@H]1[C@H]([C@H]([C@@H](O1)N2C=NC3=C(N=CN=C32)N)O)O)O